N-(4-(benzyloxy)-3-methoxybenzyl)cyclopentylamine C(C1=CC=CC=C1)OC1=C(C=C(CNC2CCCC2)C=C1)OC